C(C)N1CCC2(C[C@@H]2C(=O)OCC2=CC=CC=C2)CC1 (S)-benzyl 6-ethyl-6-azaspiro[2.5]octane-1-carboxylate